S(=O)(=O)(O)CCCOC(C=C)=O acrylic acid-3-sulfopropyl ester